methyl (S)-2-amino-3-(8-(6-methyl-3-(trifluoromethyl)pyridin-2-yl)imidazo[1,2-a]pyridin-5-yl)propanoate hydrochloride Cl.N[C@H](C(=O)OC)CC1=CC=C(C=2N1C=CN2)C2=NC(=CC=C2C(F)(F)F)C